C(C(O)CC(=O)O)(=O)O.CC=1NC=C(C1C(N)=O)C 2,4-dimethyl-3-carbamoyl-1H-pyrrole Malate